5-((1-Methylazetidin-3-yl)oxy)isoindoline TFA salt OC(=O)C(F)(F)F.CN1CC(C1)OC=1C=C2CNCC2=CC1